FC(OC1=C(C(=O)N[C@H]2[C@H](C2)F)C(=CC(=C1)C=1C=NN2C1C=CC(=C2)C2(CCC2)C(NC)=O)OC)F 2-(Difluoromethoxy)-N-[(1R,2S)-2-fluorocyclopropyl]-6-methoxy-4-[6-[1-(methylcarbamoyl)cyclobutyl]pyrazolo[1,5-a]pyridin-3-yl]benzamide